6-(2-amino-5-(4-(1-(2-fluoroethyl)piperidin-4-yl)phenyl)pyridin-3-yl)-3,4-dihydroisoquinolin-1(2H)-one NC1=NC=C(C=C1C=1C=C2CCNC(C2=CC1)=O)C1=CC=C(C=C1)C1CCN(CC1)CCF